Nitrosulfonic acid [N+](=O)([O-])S(=O)(=O)O